methyl 5-[4-[tert-butoxycarbonyl(ethyl)amino]-1-piperidyl]pyrido[3,4-b]pyrazine-8-carboxylate C(C)(C)(C)OC(=O)N(C1CCN(CC1)C1=NC=C(C=2C1=NC=CN2)C(=O)OC)CC